C(C)N1C(N(CC1)C(=O)N[C@@H](C(=O)N[C@@H]1B(OC2=C(C1)C=CC=C2C(=O)O)O)C2=CC=C(C=C2)P(=O)(O)O)=N (R)-3-((R)-2-(3-ethyl-2-iminoimidazolidine-1-carboxamido)-2-(4-phosphonophenyl)acetamido)-2-hydroxy-3,4-dihydro-2H-benzo[e][1,2]oxaborinine-8-carboxylic acid